ethyl 4-(2-tert-butoxycarbonylhydrazino)cyclohexanecarboxylate C(C)(C)(C)OC(=O)NNC1CCC(CC1)C(=O)OCC